C(C1=CC=CC=C1)/[N+](=C/C1=CC(=CC=C1)C1=NN(C(C2=CC=CC=C12)=O)C1=CC=C(C=C1)F)/[O-] (Z)-N-benzyl-1-(3-(3-(4-fluorophenyl)-4-oxo-3,4-dihydrophthalazin-1-yl)phenyl)methanimine oxide